p-tolyl-tolyloxymethyl-phosphine tert-butyl-N-[2-[1-methyl-4-(4,4,5,5-tetramethyl-1,3,2-dioxaborolan-2-yl)pyrazol-3-yl]oxyethyl]carbamate C(C)(C)(C)OC(NCCOC1=NN(C=C1B1OC(C(O1)(C)C)(C)C)C)=O.C1(=C(C=CC=C1)C1=CC(=C(C=C1)C)OCP)C